N1[C@@H](C[C@@H](O)C1)C(=O)O[2H] hydroxyproline-d